3-{1-[(2-Chlorophenyl)methyl]-5-oxopyrrolidin-2-yl}-3-oxo-2-(1λ4-thiolan-1-ylidene)-propanenitrile ClC1=C(C=CC=C1)CN1C(CCC1=O)C(C(C#N)=S1CCCC1)=O